3,5,6,7,8,3',4'-Heptamethoxyl-flavone Titanium Diammonium Salt [NH4+].[NH4+].[Ti+4].O(C)C1=C(OC2=C(C(=C(C(=C2C1=O)OC)OC)OC)OC)C1=CC(=C(C=C1)OC)OC